Cl.CC1=CC=CC(=N1)C1=NNC(=C1)NC=1N=C(C2=C(N1)C1=C(O2)N=CC=C1)N1CCOCC1 N-(3-(6-methylpyridin-2-yl)-1H-pyrazol-5-yl)-4-morpholinopyrido[3',2':4,5]furo[3,2-d]pyrimidin-2-amine hydrochloride